BrC=1C(=CC(=NC1OC)NC(=O)C1CC(C2=C1C=NC=1N2N=C(C1)Cl)(C)C)C=O N-(5-bromo-4-formyl-6-methoxypyridin-2-yl)-2-chloro-8,8-dimethyl-7,8-dihydro-6H-cyclopenta[e]pyrazolo[1,5-a]pyrimidine-6-carboxamide